COC(C(CC(=O)C1=C(C=CC=C1)OC)=O)=O 4-(2-methoxyphenyl)-2,4-dioxobutanoic acid methyl ester